2-((1H-pyrrolo[2,3-b]pyridin-5-yl)oxy)-N-((3-nitro-4-(((tetrahydro-2H-pyran-4-yl)methyl)amino)phenyl)sulfonyl)-4-(4-(1,2,3,4-tetrahydronaphthalen-1-yl)piperazin-1-yl)benzamide N1C=CC=2C1=NC=C(C2)OC2=C(C(=O)NS(=O)(=O)C1=CC(=C(C=C1)NCC1CCOCC1)[N+](=O)[O-])C=CC(=C2)N2CCN(CC2)C2CCCC1=CC=CC=C21